1-butyn-4-ol C#CCCO